NC1=C(C=C(C=C1C(=O)N)C#CCO)C1=CC=C(C=C1)S(N)(=O)=O 2-amino-5-(3-hydroxyprop-1-ynyl)-4'-sulfamoyl-biphenyl-3-carboxamide